l-3,9-dimethoxy-6,7-dihydro-5H-dibenzo[c,e]azepine COC=1C=CC2=C(CNCC3=C2C=CC(=C3)OC)C1